OC1=C(C=C(C=C1)CCC(C(C(CCC1=CC(=C(C=C1)O)OC)=O)=CC1=CC(=CC=C1)O)=O)OC 1,7-bis(4-hydroxy-3-methoxyphenyl)-4-(3-hydroxybenzylidene)heptane-3,5-dione